6-[[1-(4-piperidyl)pyrazol-4-yl]methyl]-1H-benzo[cd]indol-2-one N1CCC(CC1)N1N=CC(=C1)CC=1C=2C3=C(C(NC3=CC1)=O)C=CC2